FC=1C(NC=C(C1C)[N+](=O)[O-])=O 3-fluoro-4-methyl-5-nitropyridin-2(1H)-one